The molecule is a 4-O-(1H-indol-3-ylcarbonyl)ascaroside derived from (6R)-6-hydroxyheptanoic acid. It is a metabolite of the nematode Caenorhabditis elegans. It has a role as a Caenorhabditis elegans metabolite. It is a 4-O-(1H-indol-3-ylcarbonyl)ascaroside, a monocarboxylic acid and an (omega-1)-hydroxy fatty acid ascaroside. It derives from an ascr#1. C[C@H]1[C@@H](C[C@H]([C@@H](O1)O[C@H](C)CCCCC(=O)O)O)OC(=O)C2=CNC3=CC=CC=C32